8-(cyclopropanecarbonyl)-3,8-diazabicyclo[3.2.1]octane-3-carboxylic acid tert-butyl ester C(C)(C)(C)OC(=O)N1CC2CCC(C1)N2C(=O)C2CC2